ClC1=NC2=CC=CN=C2C=C1C(=O)OCC ethyl 2-chloro-1,5-naphthyridine-3-carboxylate